(3S,4R)-4-(4-chlorophenyl)pyrrolidin-3-ol ClC1=CC=C(C=C1)[C@H]1[C@@H](CNC1)O